(R)-3-aminopiperidine-2,6-dione hydrochloride salt Cl.N[C@H]1C(NC(CC1)=O)=O